tert-butyl-(R)-3-(4-(2-fluorobenzyl)-1,2,3,4-tetrahydroquinoxaline-1-carboxamido)pyrrolidine C(C)(C)(C)N1C[C@@H](CC1)NC(=O)N1CCN(C2=CC=CC=C12)CC1=C(C=CC=C1)F